C1(=CC=C(C=C1)COC1=CC(=NN1)C(=O)O)C1=CC=CC=C1 5-([1,1'-biphenyl]-4-ylmethoxy)-1H-pyrazole-3-carboxylic acid